tert-butyl 2-(3-methoxy-4-(methoxycarbonyl)phenethyl)hydrazine-1-carboxylate COC=1C=C(CCNNC(=O)OC(C)(C)C)C=CC1C(=O)OC